butyl (2s,4s)-8-methyl-6-oxo-7-oxa-5-azaspiro[3.4]octane-2-carboxylate CC1OC(NC12CC(C2)C(=O)OCCCC)=O